5-(2-(3-oxo-3-(4-(5-(trifluoromethyl)pyrimidin-2-yl)piperazin-1-yl)propoxy)ethyl)isoquinoline O=C(CCOCCC1=C2C=CN=CC2=CC=C1)N1CCN(CC1)C1=NC=C(C=N1)C(F)(F)F